6-(1-(1-(3-fluoroazetidine-3-carbonyl)piperidin-4-yl)-3,5-dimethyl-1H-pyrazol-4-yl)-4-methoxypyrazolo[1,5-a]pyridine-3-carbonitrile FC1(CNC1)C(=O)N1CCC(CC1)N1N=C(C(=C1C)C=1C=C(C=2N(C1)N=CC2C#N)OC)C